C(C)(C)(C)C1=CC=C(C(=O)NC2=C(OC3=C2C=C(C=C3)C=3C=NN(C3)C3=CC=C(C=C3)C)C(=O)O)C=C1 3-(4-(tert-butyl)benzoylamino)-5-(1-(p-tolyl)-1H-pyrazol-4-yl)benzofuran-2-carboxylic acid